N-((R)-1-(2-methyl-3-(trifluoromethyl)phenyl)ethyl)-6-((R)-3-methylpiperazin-1-yl)quinolin-4-amine CC1=C(C=CC=C1C(F)(F)F)[C@@H](C)NC1=CC=NC2=CC=C(C=C12)N1C[C@H](NCC1)C